2,2-dimethylcyclopropanecarbothioamide CC1(C(C1)C(N)=S)C